(E)-N-(5-chloro-4-((3-chloro-2-fluorophenyl)amino)quinazolin-6-yl)-4-(dimethylamino)but-2-enamide ClC1=C2C(=NC=NC2=CC=C1NC(\C=C\CN(C)C)=O)NC1=C(C(=CC=C1)Cl)F